N=1N(N=CC1)C1=NC2=NC=NC(=C2N1)N 8-(triazol-2-yl)purine-6-amine